indolo[2,1-a]isoquinolinealdehyde C=1(C=CC=C2C=CN3C(C12)=CC=1C=CC=CC13)C=O